C(#N)C1=C(OC2=CC=C3N=CC(=NC3=C2)OC2CCN(CC2)C2CCC(CC2)C2=C(C=C3C(=NN(C3=C2)C)N2C(NC(CC2)=O)=O)F)C(=CC=C1NS(N(C)CC)(=O)=O)F 7-[2-cyano-3-[[ethyl(methyl)sulfamoyl]amino]-6-fluoro-phenoxy]-2-[[1-[4-[3-(2,4-dioxohexahydropyrimidin-1-yl)-5-fluoro-1-methyl-indazol-6-yl]cyclohexyl]-4-piperidyl]oxy]quinoxaline